CN1C([C@@H](C=CC=C1)NC(=O)C1=CN=C2N1N=C(C=C2NC)NC=2C(N(C=CC2)C2=NC=CC=C2)=C=O)=C=O (R)-N-(1-methyl-2-carbonylazepin-3-yl)-8-(methylamino)-6-((2-carbonyl-2H-[1,2'-bipyridine]-3-yl)amino)imidazo[1,2-b]pyridazine-3-carboxamide